C(C=C)C1=CC=C(C(=C1O)OC)C 6-allyl-2-methoxy-3-methylphenol